C1=C(C=CC2=CC=CC=C12)CC#N 2-NAPHTHYLACETONITRIL